CC(C)C(CC)NCCCN N-(2-methylpentane-3-yl)propane-1,3-diamine